8-(benzylthio)-1,4-dioxaspiro[4.5]decane C(C1=CC=CC=C1)SC1CCC2(OCCO2)CC1